3-{4-[(2-amino-4-pyrimidinyl)oxy]-2-ethylphenyl}-1-[5-(difluoromethoxy)-3-pyridinyl]-2,4-imidazolidinedione NC1=NC=CC(=N1)OC1=CC(=C(C=C1)N1C(N(CC1=O)C=1C=NC=C(C1)OC(F)F)=O)CC